C(C=C)C=1C=C(C(=CC1)O)O 4-allyl-1,2-benzenediol